CC1=CC=CC(=N1)C1=C(N=CN1)C=1C=C2C=C(C=NC2=CC1)C1=CC(=NC=C1)C(=O)OCC1CNC1 azetidin-3-ylmethyl 4-[6-[5-(6-methyl-2-pyridyl)-1H-imidazol-4-yl]-3-quinolyl]pyridine-2-carboxylate